C1(=CC(=CC=C1)C[C@]1(C[C@H](CC1)NS(NC)(=O)=O)C(=O)N(C)OC)C1=CC=CC=C1 |o1:7,9| (1R*,3S*)-1-([1,1'-biphenyl]-3-ylmethyl)-N-methoxy-N-methyl-3-((N-methylsulfamoyl)amino)cyclopentane-1-carboxamide